(S)-2-ethyl-6-((4-((2-hydroxy-1-phenylethyl)amino)-5-(3-(pyridin-2-yl)-1,2,4-oxadiazol-5-yl)pyrimidin-2-yl)amino)-1-isopropyl-1,2-dihydro-3H-indazol-3-one C(C)N1N(C2=CC(=CC=C2C1=O)NC1=NC=C(C(=N1)N[C@H](CO)C1=CC=CC=C1)C1=NC(=NO1)C1=NC=CC=C1)C(C)C